(R)-1-(2-chlorophenyl)ethyl (4-(6-methyl-5-(methylsulfonamido)pyridin-2-yl)-1-propyl-1H-1,2,3-triazol-5-yl)carbamate CC1=C(C=CC(=N1)C=1N=NN(C1NC(O[C@H](C)C1=C(C=CC=C1)Cl)=O)CCC)NS(=O)(=O)C